7-(5-(5-((1R,5S)-9-acetyl-3-oxa-7,9-diazabicyclo[3.3.1]non-7-yl)-1,3,4-thiadiazol-2-yl)-4-(isopropylamino)pyridin-2-yl)pyrrolo[1,2-b]pyridazine-3-carbonitrile C(C)(=O)N1[C@H]2COC[C@@H]1CN(C2)C2=NN=C(S2)C=2C(=CC(=NC2)C2=CC=C1N2N=CC(=C1)C#N)NC(C)C